ClC1=NC=C(C=N1)NC1=NC=CC2=CC(=CC=C12)OC(C)C1(CC1)C#N 1-(1-((1-((2-chloropyrimidin-5-yl)amino)isoquinolin-6-yl)oxy)ethyl)cyclopropane-1-carbonitrile